CN(C)C[B-](F)(F)F.[K+] potassium ((dimethylamino)methyl)trifluoroborate